COC=1C=C(C=CC1OC)NC(CSN1C=NC(=C1)C(=O)N)=O ((2-((3,4-dimethoxyphenyl)amino)-2-oxoethyl)thio)-1H-imidazole-4-carboxamide